S1C(=CC2=C1C=CC=C2)C2=NC1=CC=CC=C1C(=C2)C(F)(F)F 2-(benzothien-2-yl)-4-(trifluoromethyl)quinoline